[6-(3-cyclopropyl-1,2,4-triazol-1-yl)-2-azaspiro[3.3]heptan-2-yl]-[6-[[1-methyl-5-(trifluoromethyl)pyrazol-3-yl]methyl]-2,6-diazaspiro[3.3]heptan-2-yl]methanone C1(CC1)C1=NN(C=N1)C1CC2(CN(C2)C(=O)N2CC3(C2)CN(C3)CC3=NN(C(=C3)C(F)(F)F)C)C1